BrC=1C=C2C=N[C@@H](N(C2=CC1F)C(C)C1=C(C(=CC=C1)C(F)F)C)C (R)-6-bromo-N-(1-(3-(difluoromethyl)-2-methylphenyl)ethyl)-7-fluoro-2-methylquinazoline